C(C)C1=NC=2N(C(=C1CC1=CC=C(C=C1)[SH2](=O)C=N)N1CCCC1)N=CN2 (4-{[5-ethyl-7-(pyrrolidin-1-yl)-[1,2,4]triazolo[1,5-a]pyrimidin-6-yl]methyl}phenyl)(imino)methyl-λ6-sulfanone